C(C)OC(=O)C1=NN(C=2N(C([C@@H]([C@@H](C21)C2=CC=C(C=C2)F)NC(C2=CC(=CC=C2)C(F)(F)F)=O)=O)CC)C2=CC=CC=C2.C=C(C(C(=O)N)(O)O)CCCCCCCCCCCCCCC |r| methylenebis-hydroxy-stearamide rac-ethyl-(4R,5R)-7-ethyl-4-(4-fluorophenyl)-6-oxo-1-phenyl-5-(3-(trifluoromethyl)benzamido)-4,5,6,7-tetrahydro-1H-pyrazolo[3,4-b]pyridine-3-carboxylate